3-hydroxy-butanoic acid ethyl ester C(C)OC(CC(C)O)=O